C1(CC1)C=1N=CN(C1)C1=CC=C2C(C(NC(C2=C1)=O)OC)F 7-(4-cyclopropyl-1H-imidazol-1-yl)-4-fluoro-3-methoxy-3,4-dihydroisoquinolin-1(2H)-one